CC1=C(C2=C(CC[C@@](O2)(C)CC/C=C(\\C)/CC/C=C(\\C)/CCC=C(C)C)C(=C1O)C)C The molecule is a tocotrienol that is chroman-6-ol substituted by methyl groups at positions 2, 5, 7 and 8 and a farnesyl chain at position 2. It has been found in palm oil derived from Elaeis guineensis. It has a role as a neuroprotective agent and a plant metabolite. It is a tocotrienol and a vitamin E.